2-methyl-2-[(1-oxo-2-propen-1-yl)amino]-1-propanesulfonic acid CC(CS(=O)(=O)O)(C)NC(C=C)=O